FC1=C(OC2=NC=C(C=C2C(=O)NC2=CC(=CC=C2)S(=O)(=O)C)C(F)(F)F)C=CC(=C1)F 2-(2,4-difluorophenoxy)-N-(3-methylsulfonyl-phenyl)-5-(trifluoromethyl)pyridine-3-carboxamide